(2s,4s)-4-fluoropyrrolidine-2-carboxylic acid F[C@H]1C[C@H](NC1)C(=O)O